BrC=1C=C(C#N)C=C(C1)Br 3,5-dibromobenzonitrile